ClC=1OC2=C(N1)C=CC(=C2Cl)Cl 2,6,7-trichloro-1,3-benzoxazole